NCCC(=O)N1CCC2(CCN2C=2N=NC(=CC2)C2=C(C=C(C=C2)C=2C=NNC2)O)CC1 3-amino-1-(1-(6-(2-hydroxy-4-(1H-pyrazol-4-yl)phenyl)pyridazin-3-yl)-1,7-diazaspiro[3.5]nonan-7-yl)propan-1-one